ClC1=NC=C(C(=C1)NC1CCC(CC1)O)C#CC1(CCCC1)O (1s,4s)-4-((2-Chloro-5-((1-hydroxycyclopentyl)ethynyl)pyridin-4-yl)amino)cyclohexan-1-ol